F\C(=C/CNC(OC(C)(C)C)=O)\CSC1=CC=C(C=C1)C(NCC#C)=O tert-butyl (Z)-(3-fluoro-4-((4-(prop-2-yn-1-ylcarbamoyl)phenyl)thio)but-2-en-1-yl)carbamate